C1(CCCCC1)C1=CC=C(C=C1)C(CC(=O)OCC)=O ethyl 3-(4-cyclohexylphenyl)-3-oxopropanoate